FC(CC=1C=C2C(NC=NC2=CC1)=O)(F)F 6-(2,2,2-Trifluoroethyl)quinazolin-4(3H)-one